OC(C(C)N1C(N(C2=C1C=C(C=C2)C(=O)NC2(CCS(CC2)(=O)=O)C)C2=CC(=CC=C2)OC(C(F)F)(F)F)=O)(C)C 3-(3-hydroxy-3-methylbutan-2-yl)-N-(4-methyl-1,1-dioxidotetrahydro-2H-thiopyran-4-yl)-2-oxo-1-(3-(1,1,2,2-tetrafluoroethoxy)phenyl)-2,3-dihydro-1H-benzo[d]imidazole-5-carboxamide